(3,3-Difluoropyrrolidin-1-yl)-[rac-(5R,7R)-7-fluoro-5-phenyl-6,7-dihydro-5H-pyrrolo[1,2-b][1,2,4]triazol-2-yl]methanon FC1(CN(CC1)C(=O)C=1N=C2N(N1)[C@H](C[C@H]2F)C2=CC=CC=C2)F |r|